acetyl-azoleAmine C(C)(=O)C1=C(NC=C1)N